[tribromomethyl]triazine 2-{[4-({[ethyl(methyl)carbamoyl]amino}methyl)-1H-1,3-benzodiazol-2-yl]amino}-2-[3-(trifluoromethyl)phenyl]propyl-2,2-dimethylpropanoate C(C)N(C(=O)NCC1=CC=CC=2NC(=NC21)NC(COC(C(C)(C)C)=O)(C)C2=CC(=CC=C2)C(F)(F)F)C.BrC(Br)(Br)C2=NN=NC=C2